NCCCN(C(CCCCCCC)=O)CCO N-(3-aminopropyl)-N-(2-hydroxyethyl)octanoamide